2,5-Diaminopentanoic acid NC(C(=O)O)CCCN